CS(=O)(=O)OCC1CCC(CC1)N1CCC(CC1)C=1C=NC(=CC1)NC=1N=CC2=C(N1)N(C(C(=C2C)C(C)=O)=O)C2CCCC2 [4-[4-[6-[(6-acetyl-8-cyclopentyl-5-methyl-7-oxo-pyrido[2,3-d]pyrimidin-2-yl)amino]-3-pyridyl]-1-piperidyl]cyclohexyl]methyl methanesulfonate